3-(5-((4-((5-(4-chlorophenyl)furan-2-yl)methyl)piperazin-1-yl)methyl)-1-oxoisoindolin-2-yl)piperidine-2,6-dione ClC1=CC=C(C=C1)C1=CC=C(O1)CN1CCN(CC1)CC=1C=C2CN(C(C2=CC1)=O)C1C(NC(CC1)=O)=O